1-((1H-indazol-2-yl)methyl)-3-(3-chlorophenyl)thiourea N1N(CC2=CC=CC=C12)CNC(=S)NC1=CC(=CC=C1)Cl